azobis[N-(2-carboxyethyl)-2-methylpropionamidine] tetrahydrate O.O.O.O.N(=NC(C(=N)NCCC(=O)O)(C)C)C(C(=N)NCCC(=O)O)(C)C